4-(3-chloro-4-(9-(3-chloro-2-fluorobenzyl)-6-(1-methylcyclopropoxy)-9H-purin-8-yl)phenoxy)-2-methylbutanoic acid ClC=1C=C(OCCC(C(=O)O)C)C=CC1C=1N(C2=NC=NC(=C2N1)OC1(CC1)C)CC1=C(C(=CC=C1)Cl)F